BrC=1C=CC(=NC1)NC(C1=CC=CC=C1)=O 1-N-(5-bromo-2-pyridyl)-benzamide